1-butyl-5-(diaminomethylene)-3-((1s,4s)-4-((5,5-dimethyl-2,4-dioxo-3-((2-(trimethylsilyl)ethoxy)methyl)imidazolidin-1-yl)methyl)cyclohexyl)pyrimidine-2,4,6(1H,3H,5H)-trione C(CCC)N1C(N(C(C(C1=O)=C(N)N)=O)C1CCC(CC1)CN1C(N(C(C1(C)C)=O)COCC[Si](C)(C)C)=O)=O